2-(2-((2-Chloro-2'-fluoro-[1,1'-biphenyl]-3-yl)carbamoyl)-7,8-dihydro-1,6-naphthyridin-6(5H)-yl)acetic acid ClC1=C(C=CC=C1NC(=O)C1=NC=2CCN(CC2C=C1)CC(=O)O)C1=C(C=CC=C1)F